2,4-dimethylpentan-2-amine hydrochloride Cl.CC(C)(CC(C)C)N